C(C)(C)(C)NCCCN1CCC(CC1)OC1=NC=C(C=C1)C(F)(F)F tert-butyl-3-(4-(5-(trifluoromethyl)pyridin-2-yloxy)piperidin-1-yl)propylamine